C(CCCCC)C1=C(CO)C(=CC(=C1)CCCCCC)CCCCCC 2,4,6-trihexylbenzyl alcohol